N-(5-(3,3-diethyl-1-(4-methyl-4H-1,2,4-triazol-3-yl)cyclobutyl)-2-fluorophenyl)-5-((isobutylamino)methyl)-2-oxo-1-(2,2,2-trifluoroethyl)-1,2-dihydropyridine-3-carboxamide C(C)C1(CC(C1)(C1=NN=CN1C)C=1C=CC(=C(C1)NC(=O)C=1C(N(C=C(C1)CNCC(C)C)CC(F)(F)F)=O)F)CC